[Si](C)(C)(C(C)(C)C)OC[C@H](C)N1C=NC2=C(C1=O)C=C(N=C2N2C=NC=C2)Cl (S)-3-(1-((tert-butyldimethylsilyl)oxy)propan-2-yl)-6-chloro-8-(1H-imidazol-1-yl)pyrido[3,4-d]Pyrimidin-4(3H)-one